C(C)[C@@H]1C(N(C(N1)=O)C=1C=NC(=CC1)OC1=CC=CC=2COC(C21)CC)=O (5R)-5-ethyl-3-{6-[(3-ethyl-1,3-dihydro-2-benzofuran-4-yl)oxy]-3-pyridinyl}-2,4-imidazolidinedione